N-(2-(3-Methylphenyl)pyrimidin-4-yl)-1H-indazol-5-amine CC=1C=C(C=CC1)C1=NC=CC(=N1)NC=1C=C2C=NNC2=CC1